NC=1N(C(C=2C=C(C(=NC2C1C(=O)N)OC)C)=O)C1=C(C(=CC=C1C)O)C 7-amino-6-(3-hydroxy-2,6-dimethylphenyl)-2-methoxy-3-methyl-5-oxo-5,6-dihydro-1,6-naphthyridine-8-carboxamide